[Na+].C(C=O)(=O)[O-].[Na+].C(C=O)(=O)[O-] sodium glyoxylate sodium